C(C)(C)NC(=O)N1CC2=CC(=CC=C2CC1)OC1=CC=C(C=C1)C(F)(F)F N-isopropyl-7-(4-(trifluoromethyl)phenoxy)-3,4-dihydroisoquinoline-2(1H)-carboxamide